C(C)N1C(NC2=CC(=CC=C2C1=O)CN1C(CN(CC1)C=1C=CC(=NC1)C(=O)NC)(C)C)=O 5-(4-((3-ethyl-2,4-dioxo-1,2,3,4-tetrahydroquinazolin-7-yl)methyl)-3,3-dimethylpiperazin-1-yl)-N-methylpicolinamide